C(C)C=1C(N(C2=CC=C(C=C2N1)[N+](=O)[O-])CC1=CC(=CC=C1)OC(F)(F)F)=O 3-ethyl-6-nitro-1-{[3-(trifluoromethoxy)phenyl]methyl}quinoxalin-2-one